(1S,4S)-5-(7-bromo-2-chloro-8-fluoro-6-iodoquinazolin-4-yl)-2,5-diazabicyclo[2.2.1]heptane BrC1=C(C=C2C(=NC(=NC2=C1F)Cl)N1[C@@H]2CN[C@H](C1)C2)I